N[C@H]1CCCCCNC([C@@H]2CN(CCN2C=2C=CC=C1C2)C(=O)OC(C)(C)C)=O tert-butyl (7S,15S)-15-amino-8-oxo-2,5,9-triazatricyclo[14.3.1.02,7]icosa-1(20),16,18-triene-5-carboxylate